ClC1=CC(=C(C=N1)C#CC=1C=NN(C1)C1CCN(CC1)C(C)=O)N1CC(CCC1)O 1-(4-(4-((6-chloro-4-(3-hydroxypiperidin-1-yl)pyridin-3-yl)ethynyl)-1H-pyrazol-1-yl)piperidin-1-yl)ethan-1-one